CC1=NC=C(C=C1NC(=O)C=1C=C2C(=NC1)NC(=C2)C=2C=C1C(NCC1=CC2)=O)NC(CN2[C@H](CCC2)C)=O (S)-N-(2-methyl-5-(2-(2-methylpyrrolidin-1-yl)acetamido)pyridin-3-yl)-2-(3-oxoisoindolin-5-yl)-1H-pyrrolo[2,3-b]pyridine-5-carboxamide